t-butyl (R)-3-aminopyridin-1-carboxylate NC=1CN(C=CC1)C(=O)OC(C)(C)C